N[C@]1([C@@H](CN(CC1)C1=NN2C(S1)=NC=C2C=2C(=NC(=CC2)C(C)C)OC)O)C (3r,4r)-4-amino-1-(5-(6-isopropyl-2-methoxypyridin-3-yl)imidazo[2,1-b][1,3,4]thiadiazol-2-yl)-4-methylpiperidin-3-ol